N-[(1S)-5-[2-(2-aminopyridin-3-yl)-5-[1-(oxetan-3-yl)pyrazol-3-yl]imidazo[4,5-b]pyridin-3-yl]-2,3-dihydro-1H-inden-1-yl]-3-(1,3-dioxolan-2-yl)-4-[(4-methoxyphenyl)methoxy]benzamide NC1=NC=CC=C1C1=NC=2C(=NC(=CC2)C2=NN(C=C2)C2COC2)N1C=1C=C2CC[C@@H](C2=CC1)NC(C1=CC(=C(C=C1)OCC1=CC=C(C=C1)OC)C1OCCO1)=O